P1(=O)(OC(=CO1)CC)[O-] ethylvinylene phosphate